(2R,4s,6S)-7-((5-methoxy-7-methyl-1H-indol-4-yl)methyl)-6-(4-(4-(2,2,2-trifluoroethyl)piperazine-1-carbonyl)phenyl)-7-azaspiro[3.5]nonane-2-carbonitrile COC=1C(=C2C=CNC2=C(C1)C)CN1[C@@H](CC2(CC(C2)C#N)CC1)C1=CC=C(C=C1)C(=O)N1CCN(CC1)CC(F)(F)F